FC=1C=C2C(=C(NC2=C(C1)F)C1=CC=C(C=C1)F)C1CC(C1)NC(CC(C)(C)O)=O N-[3-[5,7-difluoro-2-(4-fluorophenyl)-1H-indol-3-yl]cyclobutyl]-3-hydroxy-3-methyl-butyramide